CS(=O)(=O)[O-].C(CCC)[P+](CCCCCCCCCCCCCC)(CCCC)CCCC tributyl(tetradecyl)phosphonium methansulfonate